n-decenoic acid C(C=CCCCCCCC)(=O)O